methyl propargyl diacetate C(C)(=O)OC.C(C)(=O)OCC#C